(R)-1-methoxy-3-((8-(4-(trifluoromethyl)phenyl)pyrido[3,4-b]pyrazin-5-yl)amino)propan-2-ol COC[C@@H](CNC1=NC=C(C=2C1=NC=CN2)C2=CC=C(C=C2)C(F)(F)F)O